(S)-1-(6-(3-methyl-1H-pyrrolo[2,3-b]pyridin-5-yl)-8-(pyrrolidin-2-yl)-3,4-Dihydroisoquinolin-2(1H)-yl)cyclohexyl methyl ketone CC(=O)C1(CCCCC1)N1CC2=C(C=C(C=C2CC1)C=1C=C2C(=NC1)NC=C2C)[C@H]2NCCC2